Cl.NC1=CC(=C(C(=N)N)C=C1N)F 4,5-diamino-2-fluorobenzamidine hydrochloride